2-amino-N-cyclopropyl-5-{2-[(1S)-1-cyclopropylethyl]-7-(N-methylmethanesulfonamido)-1-oxo-2,3-dihydro-1H-isoindol-5-yl}pyrazolo[1,5-a]pyrimidine-3-carboxamide NC1=NN2C(N=C(C=C2)C=2C=C3CN(C(C3=C(C2)N(S(=O)(=O)C)C)=O)[C@@H](C)C2CC2)=C1C(=O)NC1CC1